2-hydrazinyl-5-methoxypyridine N(N)C1=NC=C(C=C1)OC